ClC1(C2N(CC3N(C21)CCN(C3)C(=O)OC(C)(C)C)C3=CC=C(C=C3)C(F)(F)F)Cl tert-butyl 1,1-dichloro-2-(4-(trifluoromethyl)phenyl)octahydrocyclopropa[e]pyrazino[1,2-a]pyrazine-5(1H)-carboxylate